((3-(2-oxa-6-azaspiro[3.3]hept-6-yl)-1-oxa-8-azaspiro[4.5]dec-8-yl)sulfonyl)-4-chlorobenzonitrile C1OCC12CN(C2)C2COC1(C2)CCN(CC1)S(=O)(=O)C1=C(C#N)C=CC(=C1)Cl